NC(C(F)(F)F)C1=CC=C(C=C1)N1N=C(C(=C1)[N+](=O)[O-])C(=O)N 1-[4-(1-amino-2,2,2-trifluoro-ethyl)phenyl]-4-nitro-pyrazole-3-carboxamide